Dodecanedioic acid ammonium salt [NH4+].C(CCCCCCCCCCC(=O)[O-])(=O)[O-].[NH4+]